BrC1=CC(=C(C=C1)C1=C(C=CC=C1)F)[N+](=O)[O-] 4-bromo-1-(2-fluorophenyl)-2-nitrobenzene